5-(pyridin-3-yl)-1H-imidazol-2-amine N1=CC(=CC=C1)C1=CN=C(N1)N